cholesta-8(9)-en-3β-ol CC(C)CCC[C@@H](C)[C@H]1CC[C@H]2C=3CCC4C[C@H](CC[C@]4(C)C3CC[C@]12C)O